(R)-1,1-dimethoxypropan-2-ol COC([C@@H](C)O)OC